hexadecyltrimethyloxysilane C(CCCCCCCCCCCCCCC)[Si](OC)(OC)OC